N-(2,3-difluoro-4-((3-(2-(((S)-piperidin-3-yl)amino)pyrimidin-4-yl)pyridin-2-yl)oxy)phenyl)-2-(2,2-difluorocyclopropyl)ethane-1-sulfonamide FC1=C(C=CC(=C1F)OC1=NC=CC=C1C1=NC(=NC=C1)N[C@@H]1CNCCC1)NS(=O)(=O)CCC1C(C1)(F)F